tert-butyl (R)-4-(2,2-difluoroethyl)-2-methylpiperazin-1-carboxylate FC(CN1C[C@H](N(CC1)C(=O)OC(C)(C)C)C)F